Cl.CN1C[C@H]2C([C@H]2C1)C(=O)O (1R,5S,6R)-3-methyl-3-azabicyclo[3.1.0]hexane-6-carboxylic acid hydrochloride